N-isopropyl-N-[(2-methyl)allyl]benzamide C(C)(C)N(C(C1=CC=CC=C1)=O)CC(=C)C